CS(=O)(=O)C1=CC=C(C=C1)O 4-(methylsulfonyl)-phenol